3-(4-acryloylpiperazin-1-yl)-N-cyclobutylpyrazine-2-carboxamide C(C=C)(=O)N1CCN(CC1)C=1C(=NC=CN1)C(=O)NC1CCC1